7-[[(1R,2S,4aS,8aS)-1,2,4a-trimethyl-5-methylidene-3,4,6,7,8,8a-hexahydro-2H-naphthalen-1-yl]methyl]-1,3-benzoxazole-5,6-diol C[C@]1([C@H](CC[C@@]2(C(CCC[C@@H]12)=C)C)C)CC1=C(C(=CC=2N=COC21)O)O